4-(3-((2-((5-methyl-2-(1-methylpiperidin-4-yl)-2H-1,2,3-triazol-4-yl)amino)-5-(trifluoromethyl)pyrimidin-4-yl)amino)propyl)-1,4-oxazepan-3-one CC=1C(=NN(N1)C1CCN(CC1)C)NC1=NC=C(C(=N1)NCCCN1C(COCCC1)=O)C(F)(F)F